1,1,1,2,2,3,3-heptafluoro-3-(2,3,3,3-tetrafluoroprop-1-enoxy)propane FC(C(C(OC=C(C(F)(F)F)F)(F)F)(F)F)(F)F